CC1(OC2=CC(=CC=C2C(C1)=O)C(F)(F)F)C1=CC=CC=C1 2-methyl-2-phenyl-7-(trifluoromethyl)chroman-4-one